CC1=C(C=CC(=C1F)F)[C@@H](CC)N=C=O (R)-(+)-1-(2-methyl-3,4-difluorophenyl)propyl isocyanate